OC=1C=C2C=C(NC2=CC1O)C(=O)O 5,6-dihydroxyl-2-indolecarboxylic acid